2-Hydroxypropyl 4-MethylbenzeneSulfonate CC1=CC=C(C=C1)S(=O)(=O)OCC(C)O